2-(aminopropyl)adenine ethyl-8-chloro-1-methyl-2-oxo-pyrido[2,3-d]pyridazine-3-carboxylate C(C)C1=C(C(N(C2=C(N=NC=C21)Cl)C)=O)C(=O)O.NCCCC2=NC(=C1NC=NC1=N2)N